C(C=C)SCC(=O)O 2-(allylthio)acetic acid